[N+](=O)([O-])C1=CC=C(C=C1)N1CC(OCC1)C(F)(F)F 4-(4-nitrophenyl)-2-(trifluoromethyl)morpholine